2,4,6-trichloronitrobenzene ClC1=C(C(=CC(=C1)Cl)Cl)[N+](=O)[O-]